2-carboxy-6,6-dimethylbicyclo[3.1.1]hept-2-en C(=O)(O)C=1C2C(C(CC1)C2)(C)C